1,3-Bis(2,4,6-trimethylphenyl)imidazoline-2-imine CC1=C(C(=CC(=C1)C)C)N1C(N(CC1)C1=C(C=C(C=C1C)C)C)=N